C(C1=CC=CC=C1)N1N=C(C(=C1NC([C@H](C)C1CC(C1)(F)F)=O)C)C1CC(C1)(F)F (R)-N-(1-benzyl-3-(3,3-difluorocyclobutyl)-4-methyl-1H-pyrazol-5-yl)-2-(3,3-difluorocyclobutyl)propanamide